sodium (E)-tert-butyl ((3-(2-(thiophen-2-yl)vinyl)-1H-pyrazol-1-yl)methyl) phosphate P(=O)(OC(C)(C)C)(OCN1N=C(C=C1)C=CC=1SC=CC1)[O-].[Na+]